CN1N=CC(=C1)C=1C=CC=2N(C1)N=CC2NCCC(=O)OCC ethyl 3-((6-(1-methyl-1H-pyrazol-4-yl)pyrazolo[1,5-a]pyridin-3-yl)amino)propanoate